CN(C(CC1CCOCC1)=O)C=1C=C2C(=NC1)N=C(N2)C2=NNC=1C[C@@]3([C@H](CC21)C3)C N-Methyl-N-(2-((4aS,5aR)-5a-methyl-1,4,4a,5,5a,6-hexahydrocyclopropa[f]indazol-3-yl)-1H-imidazo[4,5-b]pyridin-6-yl)-2-(tetrahydro-2H-pyran-4-yl)acetamide